NC1=C(C=C(C=C1F)CC)CC[C@@H](C)O (R)-4-(2-amino-5-ethyl-3-fluorophenyl)2-butanol